2,5-bis(octadecenyl)-1,3,4-thiadiazole C(=CCCCCCCCCCCCCCCCC)C=1SC(=NN1)C=CCCCCCCCCCCCCCCCC